bis(4-hydroxyphenyl-2,5-dimethylphenyl)-4-hydroxy-5-methoxyphenyl-methane tert-butyl-4-(3-(6-(4,4,5,5-tetramethyl-1,3,2-dioxaborolan-2-yl)-1H-indol-1-yl)propyl)piperazine-1-carboxylate C(C)(C)(C)OC(=O)N1CCN(CC1)CCCN1C=CC2=CC=C(C=C12)B1OC(C(O1)(C)C)(C)C.OC1=CC=C(C=C1)C=1C(=C(C=C(C1)C)C(C1=CC=C(C(=C1)OC)O)C1=C(C(=CC(=C1)C)C1=CC=C(C=C1)O)C)C